ClC1=C(C(=O)N(C(N(C)OC)=O)C2CC2)C=C(C=N1)C=1C=NN(C1)C1=C(C=C(C=C1Cl)C(C(F)(F)F)(C(F)(F)F)F)Cl 2-chloro-N-cyclopropyl-5-(1-(2,6-dichloro-4-(perfluoropropan-2-yl)phenyl)-1H-pyrazol-4-yl)-N-(methoxy(methyl)carbamoyl)nicotinamide